C(=O)C1=CC(=CO1)B(O)O (5-formyl-3-furyl)boronic acid